O[C@@H]1[C@H](CCCC1)N1C(C2=CC(=C(C(=C2C1)C)C)CC1=CC=C(C=C1)OC)=O 2-((1S,2S)-2-hydroxycyclohexyl)-6-(4-methoxybenzyl)-4,5-dimethylisoindolin-1-one